α-aminolauric acid NC(C(=O)O)CCCCCCCCCC